C1(=CC=CC=C1)C1(N=NN=N1)C(=O)[O-] 5-phenyltetrazolate